N-((4-(4-(trifluoromethyl)phenyl)-4,5,6,7-tetrahydropyrazolo[1,5-a]pyrimidin-6-yl)methyl)methanesulfonamide FC(C1=CC=C(C=C1)N1C=2N(CC(C1)CNS(=O)(=O)C)N=CC2)(F)F